CN1CC(C1)N1C2CN(C(C1)C2)C2=CC=CC=1N(C=NC12)C(=O)NCCOC1=CC=CC=C1 4-(5-(1-Methylazetidin-3-yl)-2,5-diazabicyclo[2.2.1]heptan-2-yl)-N-(2-phenoxyethyl)-1H-benzo[d]imidazole-1-carboxamide